Cl.N[C@@H](CC(=O)OCC)C=1C=C(C(=CC1F)C)C1=C(C=C(C=C1C)F)CCCCC=C Ethyl (3S)-3-amino-3-(4,4'-difluoro-2'-(hex-5-en-1-yl)-6,6'-dimethyl-[1,1'-biphenyl]-3-yl)propanoate hydrochloride